C(C)(C)(C)OC(=O)N[C@@H](CCCCNC(=O)OC(C)(C)C)C(=O)O N2,N6-bis(tert-butoxycarbonyl)lysine